FC1=C(C=C(C=C1)F)C(CC#CC#CC=1C=CNC1)N1C(C2=CC(=CC(=C2C1)F)C1=CC=C(C=C1)N1CCN(CC1)C)=O 4-(6-(2,5-Difluorophenyl)-6-(4-fluoro-6-(4-(4-methylpiperazin-1-yl)phenyl)-1-oxoisoindolin-2-yl)hex-1,3-diyn-1-yl)-1H-pyrrole